F[B-](F)(F)F.C1(CCCCC1)NP(=[NH+]P(NC1CCCCC1)(NC1CCCCC1)NC1CCCCC1)(NC1CCCCC1)NC1CCCCC1 1,1,1,3,3,3-hexakis(cyclohexylamino)-1λ5,3λ5-diphosphazenium tetrafluoroborate